1-(2-(4-(5-amino-1-(quinoxalin-2-yl)-1H-1,2,4-triazol-3-ylamino)phenoxy)ethyl)pyrrolidine-2-carboxylic acid methyl ester COC(=O)C1N(CCC1)CCOC1=CC=C(C=C1)NC1=NN(C(=N1)N)C1=NC2=CC=CC=C2N=C1